(1r,3r)-3-((3-chloro-4-cyanophenoxy)-2,2,4,4-tetramethylcyclobutyl)pyrimidine-5-carboxamide ClC=1C=C(OC2(C(CC2(C)C)(C)C)N2CN=CC(=C2)C(=O)N)C=CC1C#N